C(C(=C)C)(=O)OC[Si](OCC)(OCC)C (methacryloxymethyl)-methyldiethoxysilane